The molecule is a phenolate anion that is the conjugate base of catecholate(1-). It has a role as a plant metabolite. It is a conjugate base of a catecholate(1-). C1=CC=C(C(=C1)[O-])[O-]